C1=C(NC=N1)C[C@@H](C(=O)O)NC(=O)[C@H](CO)N The molecule is a dipeptide formed from L-serine and L-histidine residues. It has a role as a metabolite. It derives from a L-serine and a L-histidine.